tert-butyl 6-(5-chloro-2-fluorophenyl)-3-[methyl (oxolan-3-yl)amino]pyridazine-4-carboxylate ClC=1C=CC(=C(C1)C1=CC(=C(N=N1)N(C1COCC1)C)C(=O)OC(C)(C)C)F